N-[(benzyloxy)carbonyl]-2-methyl-D-allo-isoleucine C(C1=CC=CC=C1)OC(=O)N[C@]([C@@H](C)CC)(C(=O)O)C